CC(C(O)O)(CC(C)C)C 2,2,4-trimethylpentandiol